C(C)(=O)C1=CC=C(C=C1)NC(=O)NC(NC1=CC=C(C=C1)S(=O)(=O)OC1=CC=C(C=C1)C)=O 4-tolyl 4-[(4-acetylphenylcarbamoyl) ureido]phenylsulfonate